C1(=CC=CC=C1)C1=CC(=NC=C1)NC1=CC(=NN1)C1=NC=CC=C1 4-phenyl-N-[3-(pyridin-2-yl)-1H-pyrazol-5-yl]Pyridin-2-amine